3-(4-cyano-2-methoxyphenoxy)-N-{3-[(S)-imino(methyl)oxo-λ6-sulfanyl]phenyl}-6-(4-methoxyphenyl)-5-methylpyridazine-4-carboxamide C(#N)C1=CC(=C(OC=2N=NC(=C(C2C(=O)NC2=CC(=CC=C2)[S@@](=O)(C)=N)C)C2=CC=C(C=C2)OC)C=C1)OC